2-methyl-N-[1-[3-[2-(trifluoromethyl)-4-pyridinyl]-1,2,4-thiadiazol-5-yl]ethylidene]propane-2-sulfinamide CC(C)(C)S(=O)N=C(C)C1=NC(=NS1)C1=CC(=NC=C1)C(F)(F)F